CCO[Si](CCCN)(OCC)OCC amino-propyl-triethoxysilane